CC=1C(=C(C=2SC3=CC=CC=C3SC2C1)C1=CC=CC=C1)C1=CC=CC=C1 methyl-diphenyl-thianthrene